8-chloro-2-[2-[3-(2-methylsulfonylethylamino)propoxy]-4-(trifluoromethyl)phenyl]chromen-4-one ClC=1C=CC=C2C(C=C(OC12)C1=C(C=C(C=C1)C(F)(F)F)OCCCNCCS(=O)(=O)C)=O